C1(CC1)CN1C2CC(CC1CC2)N2CCC(CC2)C=2C=C(C1=C(N(C(=N1)C1=CC=C(C=C1)S(=O)(=O)C)C)C2)C 6-(1-(8-(cyclopropylmethyl)-8-azabicyclo[3.2.1]octan-3-yl)piperidin-4-yl)-1,4-dimethyl-2-(4-(methylsulfonyl)phenyl)-1H-benzo[d]imidazole